FC1(CCN2C1=NC1=C2C=CC=C1NC(C1=C(C=C(C=C1)NS(=O)(=O)CCO)N1CCC2(CC2)CC1)=O)F N-(3,3-difluoro-2,3-dihydro-1H-benzo[d]pyrrolo[1,2-a]imidazol-5-yl)-4-(2-hydroxyethylsulfonylamino)-2-(6-azaspiro[2.5]octan-6-yl)benzamide